FC1=CC=C(C=C1)CC(=O)NC1=NC=CC(=C1)C=1C(=NN2C1CN(CC2)C2(CC=CC=C2)C)C2=CC=C(C=C2)F 2-(4-fluorophenyl)-N-{4-[2-(4-fluorophenyl)-5-(1-methylphenyl)-4H,6H,7H-pyrazolo[1,5-a]pyrazin-3-yl]pyridin-2-yl}acetamide